FC(F)(F)N1N=CC(=C1)C(=O)Cl (trifluoromethyl)-1H-pyrazole-4-carbonyl chloride